3-(azidomethyl)pyridine N(=[N+]=[N-])CC=1C=NC=CC1